4-((4-benzylpiperazin-1-yl)sulfonyl)-1-hydroxy-2-naphthoic acid C(C1=CC=CC=C1)N1CCN(CC1)S(=O)(=O)C1=CC(=C(C2=CC=CC=C12)O)C(=O)O